BrC=1C(=NNC1)C1=NC=C(C=C1)F 2-(4-bromo-1H-pyrazol-3-yl)-5-fluoropyridine